(1-(4-(trifluoromethoxy)phenyl)-1H-1,2,4-triazol-3-yl)benzaldehyde oxime FC(OC1=CC=C(C=C1)N1N=C(N=C1)C1=C(C=NO)C=CC=C1)(F)F